ClC1=NC(=CC(=N1)C)Cl 2,6-dichloro-4-methyl-pyrimidine